2-(4-(4-isopropyl-3-methyl-5-(8-methyl-[1,2,4]triazolo[1,5-a]pyridin-6-yl)-6H-thieno[2,3-b]pyrrol-2-yl)piperidin-1-yl)ethan-1-ol C(C)(C)C=1C2=C(NC1C=1C=C(C=3N(C1)N=CN3)C)SC(=C2C)C2CCN(CC2)CCO